CN(CC(COCCCCCCCCCCCC)OCCCCCCCCCCCC)C N,N-dimethyl-2,3-bis(dodecyloxy)-propane-1-amine